C(C)(=O)O[C@H]1[C@H](OCC(CCCCCCCCCCCCCCCC)OC)O[C@@H]([C@H]([C@@H]1OC(C)=O)O[C@@H]1[C@H](OC(C)=O)[C@@H](OC(C)=O)[C@@H](OC(C)=O)[C@H](O1)COC(C)=O)COC(C)=O 2-methoxyoctadecyl 2,3,6-tri-O-acetyl-4-O-(2,3,4,6-tetra-O-acetyl-α-D-galactopyranosyl)-β-D-glucopyranoside